C(C)(C)C1=C2C=C(N=CC2=C(C=C1)N1[C@H]([C@H](C1)CS(=O)(=O)C)C)NC1=NC(=NC=C1)C=1C=NN(C1)C 5-isopropyl-N-(2-(1-methyl-1H-pyrazol-4-yl)pyrimidin-4-yl)-8-((2S,3S)-2-methyl-3-((methylsulfonyl)methyl)azetidin-1-yl)isoquinolin-3-amine